C(C)C1=CC(=NC=C1)C(=O)[C@@]12CC3=C(C=C2CCN(C1)S(=O)(=O)C1=CC(=C(C(=C1)F)F)F)N(N=C3)C3=CC=C(C=C3)F (R)-(4-ethylpyridin-2-yl)(1-(4-fluorophenyl)-6-((3,4,5-trifluorophenyl)sulfonyl)-4,4a,5,6,7,8-hexahydro-1H-pyrazolo[3,4-g]isoquinolin-4a-yl)methanone